4-benzenediacetic acid C1(=CC=C(C=C1)CC(=O)O)CC(=O)O